(R)-(6-chloropyridin-3-yl)(imino)(methyl)-λ6-sulfanone ClC1=CC=C(C=N1)[S@](=O)(C)=N